dimethylisoflavone CC1=C2C(C(=C(OC2=CC=C1)C)C1=CC=CC=C1)=O